2-[4-[1-(2,6-dioxo-3-piperidyl)-3-methyl-2-oxo-benzimidazol-5-yl]cyclohex-3-en-1-yl]-N-[5-fluoro-7-hydroxy-6-(1,1,4-trioxo-1,2,5-thiadiazolidin-2-yl)-2-naphthyl]acetamide O=C1NC(CCC1N1C(N(C2=C1C=CC(=C2)C2=CCC(CC2)CC(=O)NC2=CC1=CC(=C(C(=C1C=C2)F)N2S(NC(C2)=O)(=O)=O)O)C)=O)=O